OC[C@H](C1=CC=CC=C1)NC1=CC(=NC=C1C1=NC(=NO1)C)NC1=CC=C2C(=N1)C(N(C2=O)CCC)(C)C (S)-2-((4-((2-hydroxy-1-phenylethyl)amino)-5-(3-methyl-1,2,4-oxadiazol-5-yl)pyridin-2-yl)amino)-7,7-dimethyl-6-propyl-6,7-dihydro-5H-pyrrolo[3,4-b]pyridin-5-one